C(C1=CC=CC=C1)N1CC(CCCC1)N(C(OC(C)(C)C)=O)CC1CCC1 tert-butyl N-(1-benzylazepan-3-yl)-N-(cyclobutylmethyl)carbamate